5-{[5-(1-fluoroethoxy)pyridin-2-yl]methoxy}-2-(1-methyl-6-oxo-1,6-dihydropyridazin-3-yl)-2,3-dihydro-1H-isoindol-1-one FC(C)OC=1C=CC(=NC1)COC=1C=C2CN(C(C2=CC1)=O)C1=NN(C(C=C1)=O)C